NC=1C2=C(N=CN1)SC=C2C=2NC1=CC(=CC=C1C2)C(=O)OC Methyl 2-(4-aminothieno[2,3-d]pyrimidin-5-yl)-1H-indole-6-carboxylate